C1=NC=C(C2=CC=CC=C12)C1=CC=C(C=C1)C=1C=NN(C1)CC(=O)O 2-[4-[4-(4-isoquinolyl)phenyl]pyrazol-1-yl]acetic acid